COC=1C=CC=C2C(=CC=NC12)C=O (8-methoxy-4-quinolinyl)methanone